[Pd](Cl)Cl.C1(=CC=CC=C1)P([C-]1C=CC=C1)C1=CC=CC=C1.[C-]1(C=CC=C1)P(C1=CC=CC=C1)C1=CC=CC=C1.[Fe+2] [1,1'-bis(diphenylphosphino)ferrocene] palladium (II) chloride